C1(CC1)C(=O)C=1C(=CC(=C(C1C1=CC(=C(C=C1)S(=O)(=O)C)C)C#N)F)F 6-(cyclopropanecarbonyl)-3,5-difluoro-3'-methyl-4'-(methylsulfonyl)-[1,1'-biphenyl]-2-carbonitrile